C(C)OC(C1=NN=C2N1C=C(N=C2)C=2C=NC(=CC2)O[C@H](C(F)(F)F)C)(F)F (S)-3-(ethoxydifluoromethyl)-6-(6-((1,1,1-trifluoropropan-2-yl)oxy)pyridin-3-yl)-[1,2,4]triazolo[4,3-a]pyrazine